2'-O-(1-hexyl-4-methylene-1,2,3-triazolyl)-uridine C(CCCCC)N1N=NC(C1O[C@H]1[C@@H](O[C@@H]([C@H]1O)CO)N1C(=O)NC(=O)C=C1)=C